C(=O)[C@@H]1CC[C@H](CC1)CNC(OC(C)(C)C)=O trans-tert-butyl ((4-formylcyclohexyl)methyl)carbamate